C(=O)C=1C=C(C=NC1)C=1C=C2C(=C(C=NC2=CC1)C#N)NC(C)C1=CC=CC=C1 6-(5-formylpyridin-3-yl)-4-((1-phenylethyl)amino)quinoline-3-carbonitrile